[Be].N1=CC=CC2=CC=C3C(=C12)C(=CC=C3)O.N3=CC=CC1=CC=C2C(=C31)C(=CC=C2)O Bis(benzoquinolin-10-ol) beryllium